ethyl({1-[(oxan-4-yl)methyl]-1H-1,2,4-triazol-5-yl}methyl)amine hydrochloride Cl.C(C)NCC1=NC=NN1CC1CCOCC1